The molecule is a member of the class of xanthones consisting of paxanthonin in which the methoxy group at position 5 is replaced by a hydroxy group. Isolated from the roots of Hypericum roeperianum and leaves of Hypericum styphelioides, it exhibits antioxidant and antifungal activities. It has a role as a metabolite, an antifungal agent and an antioxidant. It is a member of xanthones and a polyphenol. It derives from a paxanthonin. CC(=C)[C@H]1C[C@@H](C(C1)(C)C)C2=C(C3=C(C=C2O)OC4=C(C3=O)C=CC(=C4O)O)O